BrC1C23C1OC(C(CC2)C3C(=O)[O-])=O.[Zr+4].BrC3C21C3OC(C(CC2)C1C(=O)[O-])=O.BrC1C23C1OC(C(CC2)C3C(=O)[O-])=O.BrC3C21C3OC(C(CC2)C1C(=O)[O-])=O zirconium 2-bromo-5-oxo-4-oxatricyclo[4.2.1.03,1]nonane-9-carboxylate